CN1C(=NC=C1C1=C(C=CC=C1)O)CNC1(CC1)C (1-methyl-2-(((1-methylcyclopropyl)amino)methyl)-1H-imidazol-5-yl)phenol